2-fluoro-N-{6-[2-(methylamino)-2-oxoethyl]-2-phenyl-2H-indazol-3-yl}-5-pyrimidin-2-yl-4-(trifluoromethyl)benzamide FC1=C(C(=O)NC=2N(N=C3C=C(C=CC23)CC(=O)NC)C2=CC=CC=C2)C=C(C(=C1)C(F)(F)F)C1=NC=CC=N1